3-(difluoromethyl)-5-fluoro-1-methyl-1H-pyrazole-4-amide FC(C1=NN(C(=C1C(=O)N)F)C)F